NC=1SC=CN1 2-amino-1,3-thiazole